1,3-bis(1-(4-(tert-butyl)phenyl)1-lithiohexyl)-benzene C(C)(C)(C)C1=CC=C(C=C1)C(CCCCC)([Li])C1=CC(=CC=C1)C(CCCCC)(C1=CC=C(C=C1)C(C)(C)C)[Li]